FC1=C(N=CC2=C1N=C(N=C2N[C@@H]2C[C@H](C2)C(=O)O)OCC21CCCN1CCC2)C2=CC=CC1=CC=CC(=C21)F trans-3-((8-fluoro-7-(8-fluoronaphthalen-1-yl)-2-((hexahydro-1H-pyrrolizin-7a-yl)methoxy)pyrido[4,3-d]pyrimidin-4-yl)amino)cyclobutanecarboxylic acid